3-(3-(4-(Chloromethyl)phenyl)-5-(4-methoxypyridin-3-yl)-3H-imidazo[4,5-b]pyridin-2-yl)pyridin-2-amine ClCC1=CC=C(C=C1)N1C(=NC=2C1=NC(=CC2)C=2C=NC=CC2OC)C=2C(=NC=CC2)N